(S)-2-(N-[5-[4-(difluoromethoxy)benzoyl]-4-methyl-thiazol-2-yl]-3,4-difluoro-anilino)propanamide FC(OC1=CC=C(C(=O)C2=C(N=C(S2)N(C2=CC(=C(C=C2)F)F)[C@H](C(=O)N)C)C)C=C1)F